6-(2-(3,4-dihydroisoquinolin-2(1H)-yl)benzo[d]thiazol-6-yl)-2-methylquinoline-4,6-diamine C1N(CCC2=CC=CC=C12)C=1SC2=C(N1)C=CC(=C2)C2(CC=1C(=CC(=NC1C=C2)C)N)N